6,13-diazaoctadecane-17-enoate C(CCCCNCCCCCCNCCCC=C)(=O)[O-]